ClC1=C(C=CC=C1)C=1C(=NN2C1C=C(C=C2)C)C(=O)N2CC(C1(CN(C1)C(C=C)=O)C[C@@H]2C)(F)F (S)-1-(7-(3-(2-chlorophenyl)-5-methylpyrazolo[1,5-a]pyridine-2-carbonyl)-5,5-difluoro-8-methyl-2,7-diazaspiro[3.5]nonan-2-yl)prop-2-en-1-one